N1CC(OCC1)CC(C)O (morpholin-2-yl)propan-2-ol